1-methyl-6-(1'-(1-methyl-1H-pyrazole-4-carbonyl)-1',2',3',6'-tetrahydro-[3,4'-bipyridyl]-5-yl)quinolin-2(1H)-one CN1C(C=CC2=CC(=CC=C12)C=1C=C(C=NC1)C=1CCN(CC1)C(=O)C=1C=NN(C1)C)=O